2-(4-(tert-butyl)phenyl)-4-(quinolin-4-ylmethylene)oxazol-5(4H)-one C(C)(C)(C)C1=CC=C(C=C1)C=1OC(C(N1)=CC1=CC=NC2=CC=CC=C12)=O